C(C1=CC=CC=C1)OC(=O)N1CC(C1)N(C)C1(CCOCC1)C1=CC=C(C=C1)C(C)=O 3-{[4-(4-Acetylphenyl)tetrahydro-2H-pyran-4-yl](methyl)amino}azetidine-1-carboxylic acid benzyl ester